OCC(CO)(CC)CO 2,2-Bis(hydroxymethyl)butanol